5-(3,3-dimethyl-1-butynyl)pyrazine-2-carbaldehyde CC(C#CC=1N=CC(=NC1)C=O)(C)C